(S)-tert-butyl 4-(((4-chloro-2-(methylthio)pyrimidin-5-yl)methyl)amino)-3,4-dihydroquinoline-1(2H)-carboxylate ClC1=NC(=NC=C1CN[C@H]1CCN(C2=CC=CC=C12)C(=O)OC(C)(C)C)SC